CC1=CC=C2C(=N1)C1(C(N2)=O)CCC1 5'-Methylspiro(cyclobutane-1,3'-pyrrolo[3,2-b]pyridin)-2'(1'H)-one